C(CCCCCCCCCCCCC)[N+](CCCS(=O)(=O)[O-])(C)C N-tetradecyl-N,N-dimethyl-3-ammonio-1-propanesulphonate